FCC(C(C1=CC=CC=C1)C1=CC=CC=C1)C=1N(C(C(=C(N1)C(=O)O)OC)=O)C 2-(3-fluoro-1,1-diphenylprop-2-yl)-5-methoxy-1-methyl-6-oxo-1,6-dihydropyrimidine-4-carboxylic acid